ClC=1C=CC2=C(N(CN(S2(=O)=O)[C@H](C(=O)O)C(C)C2=C(C(=CC=C2F)C)C)C(C)C)C1 (2S)-2-(6-chloro-4-isopropyl-1,1-dioxido-3,4-dihydro-2H-benzo[e][1,2,4]thiadiazin-2-yl)-3-(6-fluoro-2,3-dimethylphenyl)butanoic acid